N-(2-(5-((3-(cyclopropylmethyl)-2,4,5-trioxoimidazolidin-1-yl)methyl)-1,2,4-oxadiazol-3-yl)acetyl)-N-(2-methoxyphenyl)tetrahydrofuran-2-carboxamide C1(CC1)CN1C(N(C(C1=O)=O)CC1=NC(=NO1)CC(=O)N(C(=O)C1OCCC1)C1=C(C=CC=C1)OC)=O